2,4-bis[(4-hydroxy-2,3,6-trimethylphenyl)methyl]-6-cyclohexylphenol OC1=C(C(=C(C(=C1)C)CC1=C(C(=CC(=C1)CC1=C(C(=C(C=C1C)O)C)C)C1CCCCC1)O)C)C